3-(7-acetyl-1-(1-methyl-3-(1-methyl-1H-pyrazol-4-yl)-1H-indazol-5-yl)-5,6,7,8-tetrahydroimidazo[1,5-a]pyrazin-3-yl)azetidine-1-carboxylic acid benzyl ester C(C1=CC=CC=C1)OC(=O)N1CC(C1)C1=NC(=C2N1CCN(C2)C(C)=O)C=2C=C1C(=NN(C1=CC2)C)C=2C=NN(C2)C